C(C)OC(=O)C1(CC1)CF 1-(Fluoromethyl)cyclopropane-1-carboxylic acid ethyl ester